CC1(N=C(OC1)C1=C(C=CC=C1)NC(=O)C1=NC2=CC=CC=C2C=C1)C N-(2-(4,4-dimethyl-4,5-dihydrooxazol-2-yl)phenyl)quinoline-2-carboxamide